9-bromo-5-chloroimidazo[1,2-c]quinazoline BrC1=CC=2C=3N(C(=NC2C=C1)Cl)C=CN3